C1CPCCC12CCPCC2 3,9-diphosphaspiro[5.5]undecane